C1(CC1)S(=O)(=O)N1C[C@@H]([C@H](CC1)[C@H]1N2C(C3=CC=CC=C13)=CN=C2)O (3R,4R)-1-(cyclopropylsulfonyl)-4-((R)-5H-imidazo[5,1-a]isoindol-5-yl)piperidin-3-ol